C(#N)C1=CC=2N(N=C1)C(=CC2)C2=CC(=C(C=N2)C2=NN=C(S2)N2CCN(CC2)C2CCN(CC2)C(=O)C2=CC=C(C(=O)NC1C(NC(CC1)=O)=O)C=C2)NC 4-(4-(4-(5-(6-(3-cyanopyrrolo[1,2-b]pyridazin-7-yl)-4-(methylamino)pyridin-3-yl)-1,3,4-thiadiazol-2-yl)piperazin-1-yl)piperidine-1-carbonyl)-N-(2,6-dioxopiperidin-3-yl)benzamide